(S)-6-(1-(cyclohexylmethyl)-3-(((2-oxopyrrolidin-3-yl)amino)methyl)-1H-indol-5-yl)picolinamide C1(CCCCC1)CN1C=C(C2=CC(=CC=C12)C1=CC=CC(=N1)C(=O)N)CN[C@@H]1C(NCC1)=O